1-(2-methoxyethyl)-7-(1H-pyrazol-3-yl)-1H-pyrazolo[4,3-c]Quinolin-4-amine COCCN1N=CC=2C(=NC=3C=C(C=CC3C21)C2=NNC=C2)N